O1CCC(CC1)C1(CCC(CC1)N)N 4-(tetrahydro-2H-pyran-4-yl)cyclohexane-1,4-diamine